BrC1=C(C=C(C=C1OC)\C=C\C1=CSC=C1)O (E)-2-bromo-3-methoxy-5-(2-(thiophen-3-yl)vinyl)phenol